6-(4-methyl-1,2,3-thiadiazole-5-carboxamido)-7-oxohept-2-enoate CC=1N=NSC1C(=O)NC(CCC=CC(=O)[O-])C=O